(6R,7R)-3-((((2-nitrophenyl)carbamoyl)oxy)methyl)-8-oxo-7-(2-(thiophen-2-yl)acetamido)-5-thia-1-azabicyclo[4.2.0]oct-2-ene-2-carboxylic acid [N+](=O)([O-])C1=C(C=CC=C1)NC(=O)OCC1=C(N2C([C@H]([C@H]2SC1)NC(CC=1SC=CC1)=O)=O)C(=O)O